6-hexanoyl-9-(2',3',5'-tri-O-acetyl-beta-D-ribofuranosyl)purine C(CCCCC)(=O)C1=C2N=CN(C2=NC=N1)[C@H]1[C@H](OC(C)=O)[C@H](OC(C)=O)[C@H](O1)COC(C)=O